CC1(N(CCC1)CCNC(=O)C=1C=C(C(=NC1)C)NC1=NN(C2=NC(=NC=C21)NC=2C=C(C=CC2)C2(CC2)C(=O)OC)C)C methyl 1-(3-((3-((5-((2-(2,2-dimethylpyrrolidin-1-yl)ethyl)carbamoyl)-2-methylpyridin-3-yl)amino)-1-methyl-1H-pyrazolo[3,4-d]pyrimidin-6-yl)amino)phenyl)cyclopropanecarboxylate